2,3-bis-hydroxymethyl-1,4-butanediol OCC(CO)C(CO)CO